(2S)-2-[[(benzyloxy)carbonyl](methyl)amino]-3-methylbutanoic acid C(C1=CC=CC=C1)OC(=O)N([C@H](C(=O)O)C(C)C)C